FC=1C=CC2=C(NC(=N2)C2=NNC3=CC=C(C=C23)C(=O)NC2CCNCC2)C1 3-(6-fluoro-1H-benzo[d]imidazol-2-yl)-N-(piperidin-4-yl)-1H-indazole-5-carboxamide